C1(CC1)N1CC=2N(CC1)C=C(N2)C(=O)N(C)C2(CCN(CC2)C(=O)OC(C(F)(F)F)C(F)(F)F)C 1,1,1,3,3,3-hexafluoropropan-2-yl 4-(7-cyclopropyl-N-methyl-5,6,7,8-tetrahydroimidazo[1,2-a]pyrazine-2-carboxamido)-4-methylpiperidine-1-carboxylate